O-(4-oxo-4-{[(3R,5aS,6R,8aS,9R,10S,12R,12aR)-3,6,9-trimethyldecahydro-12H-3,12-epoxypyrano[4,3-j][1,2]benzodioxepin-10-yl]oxy}butanoyl)-L-tyrosine O=C(CCC(=O)OC1=CC=C(C[C@H](N)C(=O)O)C=C1)O[C@H]1[C@@H]([C@@H]2CC[C@H]([C@@H]3CC[C@]4(OO[C@]32[C@H](O1)O4)C)C)C